FC(C(=O)NNCCCC[C@H](N)C(=O)O)(F)F 6-N-Trifluoroacetamido-L-Lysine